CC1=C(C=C(C=C1)C)C=1C(NC2(CCC3(OC(C(O3)C)C)CC2)C1O)=O 11-(2,5-Dimethylphenyl)-12-hydroxy-2,3-dimethyl-1,4-dioxa-9-azadispiro[4.2.4.2]tetradec-11-en-10-on